C(#N)[C@H](CC1=C(C=C(C=C1)C=1C=CC2=C(N(C(O2)=O)C([2H])([2H])[2H])C1)F)NC(OC(C)(C)C)=O tert-butyl (S)-(1-cyano-2-(2-fluoro-4-(3-(methyl-d3)-2-oxo-2,3-dihydrobenzo[d]oxazol-5-yl)phenyl) ethyl)carbamate